C12(C(CC(CC1)C2)C2=CC=C(C=C2)O)C2=CC=C(C=C2)O 4,4'-(bicyclo[2.2.1]-heptylidene)diphenol